butoxy-7-(4-(pyrrolidin-1-ylmethyl)benzyl)imidazo[2,1-f][1,2,4]triazin-4-amine C(CCC)OC1=NN2C(C(=N1)N)=NC=C2CC2=CC=C(C=C2)CN2CCCC2